3-(4-cyano-2-methoxy-phenoxy)-6-(2,5-dihydrofuran-3-yl)-5-methyl-N-[3-(methylsulfonyl)phenyl]pyridazine-4-carboxamide C(#N)C1=CC(=C(OC=2N=NC(=C(C2C(=O)NC2=CC(=CC=C2)S(=O)(=O)C)C)C=2COCC2)C=C1)OC